C(C(=O)CCCC(N)N)(=O)CCCC(N)N oxalyl-di-butanediamine